6-(4-fluorophenyl)-4-hydroxy-N-(1-(methylcarbamoyl)cyclohexyl)-1-(2-morpholinoethyl)-2-oxo-1,2-dihydro-1,8-naphthyridine-3-carboxamide FC1=CC=C(C=C1)C=1C=C2C(=C(C(N(C2=NC1)CCN1CCOCC1)=O)C(=O)NC1(CCCCC1)C(NC)=O)O